(5-bromo-6-methylpyridin-2-yl)-3-methylisoxazole-4-carboxylic acid tert-butyl ester C(C)(C)(C)OC(=O)C=1C(=NOC1C1=NC(=C(C=C1)Br)C)C